C(CCCCCCCCCCCCCCC(C)C)(=O)[O-].C(CCCCCCCCCCCCCCC(C)C)(=O)[O-].C(CCCCCCCCCCCCCCC(C)C)(=O)[O-].C(C)(C)O[Ti+3] monoisopropoxytitanium triisostearate